C1(CC1)C=1N=CC(=NC1)CNC(C(F)F)=O N-((5-cyclopropylpyrazin-2-yl)methyl)-2,2-difluoroacetamide